1-{4-[(3-[3-cyano-4-(propan-2-yloxy)phenyl]-1-{[2-(trimethylsilyl)ethoxy]methyl}-1H-pyrrolo[2,3-b]pyridin-4-yl)oxy]-3,5-difluorophenyl}-3-{[3-(propan-2-yl)oxetan-3-yl]methyl}urea C(#N)C=1C=C(C=CC1OC(C)C)C1=CN(C2=NC=CC(=C21)OC2=C(C=C(C=C2F)NC(=O)NCC2(COC2)C(C)C)F)COCC[Si](C)(C)C